(R)-1-phenylethan-1-aminium (2R,3S,4S,5R)-3-(3,4-difluoro-2-methoxyphenyl)-4,5-dimethyl-5-(trifluoromethyl)tetrahydrofuran-2-carboxylate FC=1C(=C(C=CC1F)[C@H]1[C@@H](O[C@]([C@H]1C)(C(F)(F)F)C)C(=O)[O-])OC.C1(=CC=CC=C1)[C@@H](C)[NH3+]